(2S,4S)-4-fluoro-1-[2-[(3R)-3-[(6-methyl-5-quinolinyl)amino]pyrrolidin-1-yl]acetyl]pyrrolidine-2-carbonitrile F[C@H]1C[C@H](N(C1)C(CN1C[C@@H](CC1)NC1=C2C=CC=NC2=CC=C1C)=O)C#N